6-bromo-8-(but-3-en-1-yloxy)imidazo[1,2-a]Pyridine BrC=1C=C(C=2N(C1)C=CN2)OCCC=C